2,6-Diisopropylphenylisocyanat C(C)(C)C1=C(C(=CC=C1)C(C)C)N=C=O